CCCC(O[N+](=O)[O-])(O[N+](=O)[O-])O[N+](=O)[O-] butanetriol trinitrate